(E)-5-(3-(4-methoxyphenyl)acryloyl)thieno[2,3-b]pyridin-6(7H)-one COC1=CC=C(C=C1)/C=C/C(=O)C1=CC2=C(NC1=O)SC=C2